6-bromo-4-chloro-2-(trifluoromethyl)quinoline BrC=1C=C2C(=CC(=NC2=CC1)C(F)(F)F)Cl